O=C1C(C(NS1)=O)=O dioxoisothiazolidinone